CCCCCCCCCCCCCCCC(=O)O[C@@H](CO)COC(=O)CCCCCCC/C=C\\CCCCCCCC The molecule is a 1,2-diacyl-sn-glycerol in which the 1- and 2-acyl groups are specified as oleoyl and palmitoyl respectively. It is a 1,2-diacyl-sn-glycerol and a 1-oleoyl-2-palmitoylglycerol.